ClC1=CC(=C(C=C1)N1C(N(C(C1)C#N)C1=CN=CC2=CC=CC=C12)=O)C#N 1-(4-chloro-2-cyanophenyl)-3-(isoquinolin-4-yl)-2-oxoimidazolidine-4-carbonitrile